N,N-dimethyl-aminocarbon CN(C)[C]